(2r,4r)-8-(5-chloro-3-fluoro-pyridin-2-yl)-5-(4-chloro-benzyl)-6,9-dioxo-5,8-diazaspiro[3.5]nonane-2-carboxamide ClC=1C=C(C(=NC1)N1CC(N(C2(CC(C2)C(=O)N)C1=O)CC1=CC=C(C=C1)Cl)=O)F